(E)-methyl 3-(4-acetylaminophenyl)-2-azidoacrylate C(C)(=O)NC1=CC=C(C=C1)/C=C(\C(=O)OC)/N=[N+]=[N-]